tris(2,4-dihydroxyphenyl)-1,3,5-triazine OC1=C(C=CC(=C1)O)C1=NC(=NC(=N1)C1=C(C=C(C=C1)O)O)C1=C(C=C(C=C1)O)O